2-azido-1-((4Z,7Z)-deca-4,7-dien-1-yl)-3-methyl-4,5-dihydro-1H-imidazol-3-ium hexafluorophosphate F[P-](F)(F)(F)(F)F.N(=[N+]=[N-])C=1N(CC[N+]1C)CCC\C=C/C\C=C/CC